COC(C=CCCCCCCCCCCCCCCC)=O octadecenoic acid methylester